4-methyl-N'-((5-nitro-2H-indazol-3-yl)methylene)benzenesulfonohydrazide CC1=CC=C(C=C1)S(=O)(=O)NN=CC=1NN=C2C=CC(=CC12)[N+](=O)[O-]